methyl 4-(8-(4-cyano-2-fluorophenyl)-6,9-dioxo-5-(4-(trifluoromethyl)benzyl)-2,5,8-triazaspiro[3.5]nonan-2-yl)-2-(methylamino)-benzoate C(#N)C1=CC(=C(C=C1)N1CC(N(C2(CN(C2)C2=CC(=C(C(=O)OC)C=C2)NC)C1=O)CC1=CC=C(C=C1)C(F)(F)F)=O)F